4-(((tert-butyldiphenylsilyl)oxy)methyl)bicyclo[2.2.1]heptane-1-carbaldehyde [Si](C1=CC=CC=C1)(C1=CC=CC=C1)(C(C)(C)C)OCC12CCC(CC1)(C2)C=O